ClC1=CC=C(OC2=CC=C3C(CCOC3=C2C)N)C=C1 7-(4-chlorophenoxy)-8-methylchroman-4-amine